2-((1-(3,6-dimethyl-2-((1R,5S,6R)-6-((S)-3-methylmorpholine-4-carbonyl)-3-azabicyclo[3.1.0]hexan-3-yl)-4-oxo-3,4-dihydroquinazolin-8-yl)ethyl)amino)benzoic acid CN1C(=NC2=C(C=C(C=C2C1=O)C)C(C)NC1=C(C(=O)O)C=CC=C1)N1C[C@H]2C([C@H]2C1)C(=O)N1[C@H](COCC1)C